tert-Butyl 3-(2-(2-(4-aminobutanamido)ethoxy)ethoxy)propanoate NCCCC(=O)NCCOCCOCCC(=O)OC(C)(C)C